BrC=1C=C(C(=C(OC2=CCCCO2)C1)F)F 6-(5-bromo-2,3-difluoro-phenoxy)-3,4-dihydro-2H-pyran